O1C(=C(C=C1)CCO)CCO furandiethanol